C(C1=CC=CC=C1)ON1C(C2(C1)NC(CC2)CN[C@H](C(=O)NC)[C@@H](C)O)=O (2S,3R)-2-(((2-(benzyloxy)-1-oxo-2,5-diazaspiro[3.4]octan-6-yl)methyl)amino)-3-hydroxy-N-methylbutanamide